C1N(C=CC2=NN3C(C=CC=CC3)=C21)C(=O)[O-] 1H-pyrido[4',3':3,4]pyrazolo[1,5-a]azepine-2(7H)-carboxylate